ClC=1C=C(C=CC1F)[C@@]1(CN2[C@H](CO1)CN(CC2)C(=O)C2=C(C(=CC=C2)C2=CN=CO2)Cl)O [(3R,9aS)-3-(3-chloro-4-fluoro-phenyl)-3-hydroxy-1,4,6,7,9,9a-hexahydropyrazino[2,1-c][1,4]oxazin-8-yl]-(2-chloro-3-oxazol-5-yl-phenyl)methanone